C(C)N1C[C@@H](CCC1)NC(CN1N=C(C(=CC1=O)C1=CC=CC2=CC=CC=C12)C(C)C)=O N-[(3R)-1-ethylpiperidin-3-yl]-2-(4-naphthalen-1-yl-6-oxo-3-propan-2-ylpyridazin-1-yl)acetamide